FC1(C(C1/C(/N)=N/O)C(=O)NC=1C=CC(=NC1C)C1=C(C(=NO1)C)NC(O[C@H](C)C1=C(C=CC=C1)Cl)=O)F (R)-1-(2-chlorophenyl)ethyl (5-(5-(2,2-difluoro-3-((Z)-N'-hydroxy carbamimidoyl)cyclopropane-1-carboxamido)-6-methylpyridin-2-yl)-3-methylisoxazol-4-yl)carbamate